2-(2-(2-Chloroanilino)ethylamino)benzyl alcohol ClC1=C(NCCNC2=C(CO)C=CC=C2)C=CC=C1